FC=1C=C(C=CC1N1CCN(CC1)CC1CCN(CC1)C1=C(C=C(C=C1)C1=NNC(C=C1)=O)C(F)(F)F)NC=1N=C(N=NC1C(=O)N)N1CCOCC1 5-((3-fluoro-4-(4-((1-(4-(6-oxo-1,6-dihydropyridazin-3-yl)-2-(trifluoromethyl)phenyl)piperidin-4-yl)methyl)piperazin-1-yl)phenyl)amino)-3-morpholinyl-1,2,4-triazine-6-carboxamide